ClC1=C(C=CC=C1NC(=O)C1=NN2C([C@@H](CCC2)N2CCCCC2)=C1)C1=C(C(=CC=C1)NC=1C2=C(N=C(N1)C)C=CC=N2)Cl (R)-1-(2-((2,2'-dichloro-3'-((2-methylpyrido[3,2-d]pyrimidin-4-yl)amino)-[1,1'-biphenyl]-3-yl)carbamoyl)-4,5,6,7-tetrahydropyrazolo[1,5-a]pyridin-4-yl)piperidine